(1S,2S)-2-fluoro-N-(6-(6-fluoro-5-methyl-7-(methylthio)-1H-indazol-4-yl)imidazo[1,2-a]pyridin-2-yl)cyclopropane-1-carboxamide F[C@@H]1[C@@H](C1)C(=O)NC=1N=C2N(C=C(C=C2)C2=C3C=NNC3=C(C(=C2C)F)SC)C1